CC1=CC=C2C3(C(=NC2=C1C)C1=CC=CC=C1)C=1C=CC=CC1C1=C3C=CC3=C1OC1=C3C=CC=C1 6',7'-Dimethyl-2'-phenylspiro[fluoreno[4,3-b]benzofuran-7,3'-indole]